FC(OC=1C=C(C=CC1F)C=1C=C(C=NC1)CN1CC2(CC2)OC1=O)F 5-[[5-[3-(Difluoromethoxy)-4-fluoro-phenyl]-3-pyridyl]methyl]-7-oxa-5-azaspiro[2.4]heptan-6-one